C(\C=C\C(=O)O)(=O)O.OCCOCCN1CCN(CC1)C1=NC2=C(SC3=C1C=CC=C3)C=CC=C2.OCCOCCN2CCN(CC2)C2=NC3=C(SC1=C2C=CC=C1)C=CC=C3 11-[4-[2-(2-hydroxyethoxy)ethyl]-1-piperazinyl]dibenzo[b,f][1,4]thiazepine hemifumarate